2-(4-(5-chloro-2-(4-chloro-1H-1,2,3-triazole-1-yl)phenyl)-5-methoxy-2-oxopyridin-1(2H)-yl)-4-methoxybutyric acid methyl ester COC(C(CCOC)N1C(C=C(C(=C1)OC)C1=C(C=CC(=C1)Cl)N1N=NC(=C1)Cl)=O)=O